methyl-5-oxo-6,7-dihydro-5H-cyclopenta[c]pyridine (Z)-11-tetradecenyl-acetate C(CCCCCCCCC\C=C/CC)CC(=O)O.CC1=NC=CC2=C1CCC2=O